OC1=C(C(=CC(=C1)C(F)(F)F)C)C1=CC=C(N=N1)N1CC[C@H]2[C@@H]1CN(CC2)C(=O)OC(C)(C)C tert-butyl (3aR,7aR)-1-[6-[2-hydroxy-6-methyl-4-(trifluoromethyl)phenyl] pyridazin-3-yl]-3,3a,4,5,7,7a-hexahydro-2H-pyrrolo[2,3-c]pyridine-6-carboxylate